BrC=1C(=NC=C(C1)C1=NOC(=N1)C(Cl)(Cl)Cl)N(CC1=CC=C(C=C1)OC)CC1=CC=C(C=C1)OC 3-bromo-N,N-bis(4-methoxybenzyl)-5-(5-(trichloromethyl)-1,2,4-oxadiazol-3-yl)pyridin-2-amine